C(C1=CC=CC=C1)(=O)C(C(C1=CC=CC=C1)=O)[PH+](C(C(C1=CC=CC=C1)=O)C(C1=CC=CC=C1)=O)C(C(C1=CC=CC=C1)=O)C(C1=CC=CC=C1)=O.[Fe+2] iron tris(dibenzoylmethyl)phosphonium